1-(t-butyl) 4-ethyl 2-methyl (2S,4R)-4-(2-oxopropyl)pyrrolidine-1,2,4-tricarboxylate O=C(C[C@@]1(C[C@H](N(C1)C(=O)OC(C)(C)C)C(=O)OC)C(=O)OCC)C